N-[2-cyano-4-fluoro-3-[4-oxo-3-[rac-(3R)-1-oxa-8-azaspiro[4.5]decan-3-yl]quinazolin-6-yl]oxy-phenyl]cyclopentanesulfonamide C(#N)C1=C(C=CC(=C1OC=1C=C2C(N(C=NC2=CC1)[C@H]1COC2(C1)CCNCC2)=O)F)NS(=O)(=O)C2CCCC2 |r|